N'-methyl-N'-[1-[5-(trifluoromethyl)-2-pyridyl]propyl]oxamide 2,2,2-trifluoroethyl-2-[methyl-[1-[5-(trifluoromethyl)-2-pyridyl]propyl]amino]-2-oxo-acetate FC(COC(C(=O)N(C(CC)C1=NC=C(C=C1)C(F)(F)F)C)=O)(F)F.CN(C(C(N)=O)=O)C(CC)C1=NC=C(C=C1)C(F)(F)F